1-(2-Methoxyethyl)pseudouridine COCCN1C=C([C@H]2[C@H](O)[C@H](O)[C@@H](CO)O2)C(NC1=O)=O